C(N)(=O)C=1C=C2C(=NC1)N/C(/S2)=N/C(=O)C2=CC(=NN2CC)C (Z)-6-carbamoyl-2-((1-ethyl-3-methyl-1H-pyrazole-5-carbonyl)imino)thiazolo[4,5-b]pyridin